C1(CC1)C1=C(C=C(C(=C1)I)C)N(C(C#CC)=O)C1=CC=C2C(=N1)N(N=C2)C N-(2-cyclopropyl-4-iodo-5-methylphenyl)-N-(1-methyl-1H-pyrazolo[3,4-b]pyridin-6-yl)but-2-ynamide